C1(CCC1)C1C(N(CC(N1CC1=CC=C(C=C1)C(F)(F)F)=O)C1=C(C=C(C#N)C=C1)F)=O 4-(3-cyclobutyl-2,5-dioxo-4-(4-(trifluoromethyl)-benzyl)piperazin-1-yl)-3-fluorobenzonitrile